N-(2-(3,3-difluoropyrrolidin-1-yl)-4-(2-fluoro-phenyl)pyridin-3-yl)-2-morpholinopyrimidine-5-carboxamide FC1(CN(CC1)C1=NC=CC(=C1NC(=O)C=1C=NC(=NC1)N1CCOCC1)C1=C(C=CC=C1)F)F